(5-methoxy-2-pyridinyl)methanone α-acetamidoacrylate C(C)(=O)NC(C(=O)O)=C.COC=1C=CC(=NC1)C=O